Cl.NC/C(/CN1N=CN(C1=O)CC1=CC=C(S1)C1OC2=C(NC1=O)C=CC=C2)=C\F [5-(1-[(2E)-2-(aminomethyl)-3-fluoroprop-2-en-1-yl]-5-oxo-1,5-dihydro-4H-1,2,4-triazol-4-ylmethyl)thiophen-2-yl]-2H-1,4-benzoxazin-3(4H)-one hydrochloride